BrC1=CN=C2N1C=C(C(=C2)OC)C(=O)O 3-bromo-7-methoxy-imidazo[1,2-a]pyridine-6-carboxylic acid